1-(5-(difluoromethyl)-1,3,4-thiadiazol-2-yl)-N-((2S,3S)-2,3-dimethyloxetan-3-yl)-4-(4-isobutyrylpiperazin-1-yl)-1H-indazole-6-sulphonamide FC(C1=NN=C(S1)N1N=CC2=C(C=C(C=C12)S(=O)(=O)N[C@@]1([C@@H](OC1)C)C)N1CCN(CC1)C(C(C)C)=O)F